C1=C2C(=CC(=C1Br)Br)OC3=CC(=C(C=C3O2)Br)Br The molecule is an organobromine compound that is dibenzodioxine carrying four bromo substituents at positions 2, 3, 7 and 8. It is a dibenzodioxine and an organobromine compound.